[C@@H]1(C=CCCCC1)N1C(C2=CC=CC=C2C1=O)=O (R)-2-(cyclohepta-2-enyl)isoindoline-1,3-dione